(3R,5R)-1-(6-bromopyrimidin-4-yl)-5-(6-cyclopropyl-imidazo[1,2-a]pyridin-2-yl)pyrrolidin-3-ol BrC1=CC(=NC=N1)N1C[C@@H](C[C@@H]1C=1N=C2N(C=C(C=C2)C2CC2)C1)O